ethyl-2-{4,10-bis(2-tert-butoxy-2-oxoethyl)-7-[1-ethoxy-3-methoxy-1-oxopropan-2-yl]-1,4,7,10-tetraazacyclododecan-1-yl}-3-[4-(2-ethoxyethoxy)phenyl]propanoate C(C)OC(C(CC1=CC=C(C=C1)OCCOCC)N1CCN(CCN(CCN(CC1)CC(OC(C)(C)C)=O)C(C(=O)OCC)COC)CC(=O)OC(C)(C)C)=O